N-(2,5-dichloropyrimidin-4-yl)-N-(4-(methylsulfonamido)benzo[d]thiazol-5-yl)methanesulfonamide ClC1=NC=C(C(=N1)N(S(=O)(=O)C)C=1C=CC2=C(N=CS2)C1NS(=O)(=O)C)Cl